N-(8-Fluoro-6-oxo-1,4,5,6-tetrahydro-2H-pyrano[3,4-c]isoquinolin-1-yl)-N-methyl-1H-indazole-6-carboxamide FC=1C=CC=2C3=C(NC(C2C1)=O)COCC3N(C(=O)C3=CC=C1C=NNC1=C3)C